C(C)(C)(C)NC1=CC=CC=C1 tertiary butyl-aniline